N[C@@H](C(=O)NCC1=CC=CC=C1)CO (2R)-2-amino-3-hydroxy-N-(phenylmethyl)-propionamide